FC=1C=C(C=C(C1OC1=NC=C(C=C1)F)C)NC(=O)NC(=O)C1CC(C1)OC N-((3-fluoro-4-((5-fluoropyridin-2-yl)oxy)-5-methylphenyl)carbamoyl)-3-methoxycyclobutane-1-carboxamide